C2-amino-5-(3-{4-[3-(dimethylamino)propyl]-2-fluorophenoxy}propyl)-1,3-thiazole-4-carboxylic acid ethyl ester C(C)OC(=O)C=1N=C(SC1CCCOC1=C(C=C(C=C1)CCCN(C)C)F)N